C(#N)C1CCN(CC1)C(=O)[C@@H]1CC12CCN(CC2)C(=O)OC(C(F)(F)F)C(F)(F)F |r| 1,1,1,3,3,3-Hexafluoropropan-2-yl (±)-1-(4-cyanopiperidin-1-carbonyl)-6-azaspiro[2.5]octan-6-carboxylat